3-(2-fluoro-3-((N-methylsulfamoyl)amino)benzyl)-2-oxo-3,4-dihydro-2H-benzo[e][1,3]oxazin-7-yl dimethylcarbamate CN(C(OC1=CC2=C(CN(C(O2)=O)CC2=C(C(=CC=C2)NS(NC)(=O)=O)F)C=C1)=O)C